ClC=1C=CC(=C(C1)CC(=O)NC1=CCN(C=C1)C1CCC(CC1)O)O 4-[2-(5-Chloro-2-hydroxyphenyl)acetamido]-N-[(1s,4s)-4-hydroxycyclohexyl]pyridin